(4,5-dichloro-1,2-phenylene)bis(methylene) (E,E)-bis(N'-(4-chlorophenyl)carbamimidothioate) dihydrobromide Br.Br.ClC1=CC=C(C=C1)\N=C(/N)\SCC1=C(C=C(C(=C1)Cl)Cl)CSC(N)=NC1=CC=C(C=C1)Cl